C(C)(C)(C)N1N=C(C=C1[N+](=O)[O-])C1CC(CO1)OC1=NC=CC(=C1)C(=C)C 2-((5-(1-(tert-butyl)-5-nitro-1H-pyrazol-3-yl)tetrahydrofuran-3-yl)oxy)-4-(prop-1-ene-2-yl)pyridine